3,5-dimethyl-5-octen-4-ol CC(CC)C(C(=CCC)C)O